BrC1=CC(=CC(=N1)N(CCC1=C(C=C(C=C1)C)[N+](=O)[O-])C)C(F)(F)F 6-bromo-N-methyl-N-(4-methyl-2-nitrophenylethyl)-4-(trifluoromethyl)pyridine-2-amine